N-tridecanoyl-sarcosine C(CCCCCCCCCCCC)(=O)N(C)CC(=O)O